4-(3-{2-[6,7-Dimethyl-4-(methylamino)-1,3-dihydro-2H-pyrrolo[3,4-c]pyridin-2-yl]-2-oxoethyl}azetidin-1-yl)pyridin-2-carbonitril CC1=C(C2=C(C(=N1)NC)CN(C2)C(CC2CN(C2)C2=CC(=NC=C2)C#N)=O)C